C(C)[SiH](O[Si](O[Si](CC1=CC=CC=C1)(CC)CC)(CC1=CC=CC=C1)CC)O[SiH2]O[SiH2]O[SiH2]O[SiH2]O[SiH2]O[SiH2]O[SiH2]O[SiH2]O[SiH2]O[SiH2]O[SiH2]O[SiH2]O[SiH3] diethylbenzyl-diethyl-benzyl-hexadecasiloxane